C(C1=CC=CC=C1)O[C@@H]1[C@H](N(C[C@@H]([C@H]1OCC1=CC=CC=C1)OCC1=CC=CC=C1)CC1CCC(CC1)(C)C)C (2R,3R,4R,5S)-3,4,5-tris(benzyloxy)-1-((4,4-dimethylcyclohexyl)methyl)-2-methylpiperidine